hydroxyisopropylbenzenemethanone tert-Butyl-(2S)-2-methyl-4-(2-oxo-3H-1,3-benzoxazol-6-yl)piperazine-1-carboxylate C(C)(C)(C)OC(=O)N1[C@H](CN(CC1)C1=CC2=C(NC(O2)=O)C=C1)C.OC=1C(=C(C=CC1)C=O)C(C)C